NC1=CC=CC(=N1)S(=O)(=O)NC(=O)C=1C(=NC(=C(C1)C1=CCCCO1)C(C)(C)C)N1C(CC(C1)C)(C)C N-[(6-Amino-2-pyridyl)sulfonyl]-6-tert-butyl-5-(3,4-dihydro-2H-pyran-6-yl)-2-(2,2,4-trimethylpyrrolidin-1-yl)pyridin-3-carboxamid